1-{4-[1-(2-methoxy-1-methyl-ethyl)-7-((R)-1-quinolin-3-yl-ethylamino)-1H-pyrazolo[4,3-d]pyrimidin-5-yl]-piperazin-1-yl}-ethanone COCC(C)N1N=CC=2N=C(N=C(C21)N[C@H](C)C=2C=NC1=CC=CC=C1C2)N2CCN(CC2)C(C)=O